N[C@H](C(O)(C1=CC=CC=C1)C1=CC=CC=C1)C(C)C (S)-2-amino-3-methyl-1,1-diphenyl-1-butanol